[N+](=O)([O-])C1=CC(=C(C=C1)C(C(=O)[O-])(C)C#N)C(F)(F)F 2-(4-nitro-2-trifluoromethylphenyl)-2-cyanopropionate